CCCCCCCCCCCCCCCCCCCC(=O)O[C@H](COC(=O)CCCCCCCCC/C=C\C/C=C\CCCCC)COP(=O)(O)OC[C@@H](C(=O)O)N 1-(11Z,14Z-eicosadienoyl)-2-eicosanoyl-glycero-3-phosphoserine